N-tert-butyloxycarbonyl-(BOC)-ethylenediamine C(C)(C)(C)OC(=O)NCCNC(=O)OC(C)(C)C